[Si](C1=CC=CC=C1)(C1=CC=CC=C1)(C(C)(C)C)OCC=1N(C(N(N1)C=1C=C2C=NN=C(C2=C(C1)O[C@H](C(F)(F)F)C)OC1=C(C=CC=C1F)Cl)=O)CC (S)-5-(((tert-butyldiphenylsilyl)oxy)methyl)-2-(1-(2-chloro-6-fluorophenoxy)-8-((1,1,1-trifluoropropan-2-yl)oxy)phthalazin-6-yl)-4-ethyl-2,4-dihydro-3H-1,2,4-triazol-3-one